chloromethacrylic acid methyl ester COC(C(=CCl)C)=O